7-acryloyl-2-(4-cyclopropylphenyl)-2,3,4,5a,6,7,8,9-octahydro-5H-1,2,5,7-tetraazabenzo[cd]azulene-5-carboxylate C(C=C)(=O)N1CC2C3=C(N(N=C3CC1)C1=CC=C(C=C1)C1CC1)CCN2C(=O)[O-]